N-(3-chloro-5-fluoroisonicotinoyl)-O-((1R,3S)-3-(2-(5,6,7,8-tetrahydro-1,8-naphthyridin-2-yl)ethyl)cyclobutyl)-D-homoserine ClC1=C(C(=O)N[C@H](CCOC2CC(C2)CCC2=NC=3NCCCC3C=C2)C(=O)O)C(=CN=C1)F